BrC1=C(C(=CC(=C1)OC)F)F 1-bromo-2,3-difluoro-5-methoxybenzene